C1(CCCCC1)C1(C(CCCC1OC)OC)COCC 2-cyclohexyl-2-ethoxymethyl-1,3-dimethoxycyclohexane